FC1=C(C=CC(=C1)F)C=1C(C(=CN(C1C)C)C(=O)NC1=CC=C(C=C1)OC1=CC=NC2=CC(=C(N=C12)OC)OC)=O 5-(2,4-Difluorophenyl)-N-[4-[(6,7-dimethoxy-1,5-naphthyridin-4-yl)oxy]phenyl]-1,6-dimethyl-4-oxopyridine-3-carboxamide